2-((5-(Isoxazol-3-yl)isoindolin-2-yl)methyl)-5-((1-(methylsulfonyl)piperidin-4-yl)methoxy)-4H-pyran-4-one O1N=C(C=C1)C=1C=C2CN(CC2=CC1)CC=1OC=C(C(C1)=O)OCC1CCN(CC1)S(=O)(=O)C